1-(3-amino-2-nitro-1-phenyl-1H-inden-6-yl)ethanone NC1=C(C(C2=CC(=CC=C12)C(C)=O)C1=CC=CC=C1)[N+](=O)[O-]